ClC1=CC=C(CN2C3(CCN(C3)C3=CC(N(C=C3)C)=O)C(N(CC2=O)C(C)C)=O)C=C1 6-(4-chlorobenzyl)-9-isopropyl-2-(1-methyl-2-oxo-1,2-dihydropyridin-4-yl)-2,6,9-triazaspiro-[4.5]decane-7,10-dione